(1S,2S)-2-(5-bromo-pyrazin-2-yl)-cyclopropanecarboxylic acid ethyl ester C(C)OC(=O)[C@@H]1[C@H](C1)C1=NC=C(N=C1)Br